Tridecan-7-yl ((S)-(((2R,3S,5R)-5-(6-amino-2-fluoro-9H-purin-9-yl)-2-ethynyl-3-hydroxytetrahydrofuran-2-yl) methoxy)(phenoxy)phosphoryl)-L-alaninate NC1=C2N=CN(C2=NC(=N1)F)[C@H]1C[C@@H]([C@@](O1)(C#C)CO[P@](=O)(OC1=CC=CC=C1)N[C@@H](C)C(=O)OC(CCCCCC)CCCCCC)O